CN1N=C(N=C1C1=CC=C(C=C1)C(F)(F)F)C=1C=C2CN(C(C2=CC1)=O)C1C(NC(CC1)=O)=O 3-(5-(1-methyl-5-(4-(trifluoromethyl)phenyl)-1H-1,2,4-triazol-3-yl)-1-oxoisoindolin-2-yl)piperidine-2,6-dione